Cl.Cl.FC(C1=CC2=C(C=N1)C(CN2C(CN2[C@H](CN[C@@H](C2)C)CN2CCOCC2)=O)(C)C)(C2=CC=CC=C2)F 1-{6-[Difluoro(phenyl)methyl]-3,3-dimethyl-1H,2H,3H-pyrrolo[3,2-c]pyridin-1-yl}-2-[(2R,5R)-5-methyl-2-(morpholin-4-ylmethyl)piperazin-1-yl]ethan-1-one dihydrochloride